4,6-dimethylpyrimidin CC1=NC=NC(=C1)C